ClC=1C=C(C=CC1Cl)C1=CC=C(C=C1)CSC1=C(N=NN1)C(=O)O 5-(((3',4'-dichloro-[1,1'-biphenyl]-4-yl)methyl)thio)-1H-1,2,3-triazole-4-carboxylic acid